5-(3-Aminopropyl)-7-chloro-10-(2-hydroxyethyl)-5,10-dihydro-11H-dibenzo[b,e][1,4]diazepin-11-one NCCCN1C2=C(N(C(C3=C1C=CC=C3)=O)CCO)C=CC(=C2)Cl